2-(1-(4-benzyl-1,4-diazepan-1-yl)butyl)-6-bromo-3-ethylquinazolin-4(3H)-one C(C1=CC=CC=C1)N1CCN(CCC1)C(CCC)C1=NC2=CC=C(C=C2C(N1CC)=O)Br